benzyl N-{4-[(29-amino-3,6,9,12,15,18,21,24,27-nonaoxanonacosan-1-yl)oxy]phenyl}carbamate NCCOCCOCCOCCOCCOCCOCCOCCOCCOCCOC1=CC=C(C=C1)NC(OCC1=CC=CC=C1)=O